FC(C1=C(C=C(C(=C1)N)C(F)(F)F)C=1C(=C(C(=O)N)C=CC1C(=O)N)C1=C(C=C(C(=C1)C(F)(F)F)N)C(F)(F)F)(F)F bis(2,5-bistrifluoromethyl-4-aminophenyl)terephthalamide